cinnamylpalladium (II) C(C=CC1=CC=CC=C1)[Pd+]